The molecule is a benzoylurea insecticide, a member of monochlorobenzenes, a member of phenylureas, a difluorobenzene and a member of cyclopropanes. It has a role as a mite growth regulator. C1CC1C(=NOCC2=CC=C(C=C2)NC(=O)NC(=O)C3=C(C=CC=C3F)F)C4=CC=C(C=C4)Cl